N-(2-((S)-2-cyano-4,4-difluoropyrrolidin-1-yl)-2-oxoethyl)quinoline-4-carboxamide trifluoroacetate salt FC(C(=O)O)(F)F.C(#N)[C@H]1N(CC(C1)(F)F)C(CNC(=O)C1=CC=NC2=CC=CC=C12)=O